C(C)C1(CC=C(C(=O)N)C=C1)C(=O)NC 4-ethyl-N4-methyl-terephthalamide